ClC1=C(C=C(C=C1)C=1C=C2C(=NC1)C=NN2CC=2C=C(C=NC2)C#N)C(C)(F)F 5-[[6-[4-Chloro-3-(1,1-difluoroethyl)phenyl]pyrazolo[4,3-b]pyridin-1-yl]methyl]pyridine-3-carbonitrile